(2r,5s)-2-(1-(3-fluoro-5-tolyl)-3-(1H-pyrrol-3-yl)-1H-pyrazol-4-yl)-5-methyl-3-(2-(2-oxoindol-6-yl)ethyl)oxazolidin-4-one FC=1C=C(C=C(C1)N1N=C(C(=C1)[C@H]1O[C@H](C(N1CCC=1C=CC2=CC(N=C2C1)=O)=O)C)C1=CNC=C1)C